C(C1=CC=CC=C1)N1N=C(C(=C1)F)C(=O)N[C@@H]1CCC2=C(N(C1=O)C)N=CC=C2 (R)-1-benzyl-4-fluoro-N-(9-methyl-8-oxo-6,7,8,9-tetrahydro-5H-pyrido[2,3-b]azepin-7-yl)-1H-pyrazole-3-carboxamide